Cl.NC/C=C/CC(C(=O)O)NC(C[C@H]1C=2N(C3=C(C(=N1)C1=CC=C(C=C1)Cl)C(=C(S3)C)C)C(=NN2)C)=O (E)-6-amino-2-(2-((S)-4-(4-chlorophenyl)-2,3,9-trimethyl-6H-thieno[3,2-f][1,2,4]triazolo[4,3-a][1,4]diazepin-6-yl)acetamido)hex-4-enoic acid hydrochloride